C(C)C1=NN(C2=C1CN(CCO2)C(=O)OC(C)(C)C)C tert-butyl 3-ethyl-1-methyl-1,4,6,7-tetrahydro-5H-pyrazolo[4,3-f][1,4]oxazepine-5-carboxylate